ClC1=C(C=C(C=C1)C1CCNC(O1)=O)F 6-(4-chloro-3-fluorophenyl)-1,3-oxazinan-2-one